N(=[N+]=[N-])C=1C2=C(N=CN1)N(C=C2C#CCNC(=O)OCC[Si](C)(C)C)[C@H]2[C@H](OC(C1=CC=CC=C1)=O)[C@H](OC(C1=CC=CC=C1)=O)[C@H](O2)COC(C2=CC=CC=C2)=O 4-Azido-7-(2,3,5-tri-O-benzoyl-β-D-ribofuranosyl)-5-[3-({[2-(trimethylsilyl)ethoxy]carbonyl}amino)prop-1-yn-1-yl]-7H-pyrrolo[2,3-d]pyrimidine